C1(CC1)C=1N=NC=CC1 3-cyclopropylpyridazine